(5aR,5bS,7aS,8S,10aS,10bR,12aR)-2-(4-methylphenyl)-5a,7a-dimethyl-5,5a,5b,6,7,7a,8,9,10,10a,10b,11,12,12a-tetradecahydro-4H-cyclopenta[7,8]phenanthro[2,1-d]thiazol-8-ol CC1=CC=C(C=C1)C=1SC2=C(N1)CC[C@@]1([C@H]3CC[C@]4([C@H]([C@@H]3CC[C@H]12)CC[C@@H]4O)C)C